The molecule is a polyprenol diphosphate compound having fourteen prenyl units with undefined stereochemistry about the double bonds. It has a role as a Saccharomyces cerevisiae metabolite. CC(=CCC/C(=C/CC/C(=C/CC/C(=C/CC/C(=C/CC/C(=C/CC/C(=C/CC/C(=C/CC/C(=C/CC/C(=C/CC/C(=C/CC/C(=C/CC/C(=C/CC/C(=C/COP(=O)(O)OP(=O)(O)O)/C)/C)/C)/C)/C)/C)/C)/C)/C)/C)/C)/C)/C)C